(Z)-4-((4-((4-amino-2-fluorobut-2-en-1-yl)sulfonyl)phenoxy)methyl)-N,N-dimethylbenzenesulfonamide NC\C=C(\CS(=O)(=O)C1=CC=C(OCC2=CC=C(C=C2)S(=O)(=O)N(C)C)C=C1)/F